Cl.C(C)OC1=C(C=CC=C1)C1=NC=2CN(CC3(CCN(CC3)C3=C(C=CC=C3)C(F)(F)F)C2C=C1)C[C@@H]1NCCC1 2-(2-ethoxyphenyl)-7-[[(2R)-pyrrolidin-2-yl]methyl]-1'-[2-(trifluoromethyl)phenyl]spiro[6,8-dihydro-1,7-naphthyridine-5,4'-piperidine] HCl salt